bis(para-aminocyclohexyl)methane dihydrobromide Br.Br.NC1CCC(CC1)CC1CCC(CC1)N